N,N-dimethylpyrrolidin-3-amine hydrochloride Cl.CN(C1CNCC1)C